CC=1C=C(C=CC1C)C=1C(=[N+](C(=CC1)C(NC1CS(C=C1)(=O)=O)=O)[O-])OC 3-(3,4-dimethylphenyl)-6-((1,1-dioxido-2,3-dihydrothiophen-3-yl)carbamoyl)-2-methoxypyridine 1-oxide